ClC1=C(C=CC=C1Cl)C(F)(F)F 2,3-dichloro-benzotrifluoride